4-cyclohexanedinonanol C1(CCC(CC1)CCCCCCCCCO)CCCCCCCCCO